FC=1C=C(C=CC1C(F)(F)F)CO [3-fluoro-4-(trifluoromethyl)phenyl]methanol